(1R,2S,6R,7S)-4-[6-[2-(trifluoromethyl)phenyl]-1,3-benzothiazol-2-yl]-4-azatricyclo[5.2.1.02,6]dec-8-ene-3,5-dione FC(C1=C(C=CC=C1)C1=CC2=C(N=C(S2)N2C([C@H]3[C@H]4C=C[C@@H]([C@H]3C2=O)C4)=O)C=C1)(F)F